1-(6-cyclopropylpyridin-3-yl)ethanone C1(CC1)C1=CC=C(C=N1)C(C)=O